2-(3,4-bis(3-phenylpropoxy)benzylamino)ethanol C1(=CC=CC=C1)CCCOC=1C=C(CNCCO)C=CC1OCCCC1=CC=CC=C1